7-((Tert-Butoxycarbonyl) oxy)-3,4-dihydronaphthalen-1-yl triflate O(S(=O)(=O)C(F)(F)F)C1=CCCC2=CC=C(C=C12)OC(=O)OC(C)(C)C